tert-Butyl N-[3-methyl-5-[[2-[(2R,5S)-5-methyl-2-(1-oxoisoindolin-5-yl)-1-piperidyl]-2-oxo-acetyl] amino]-2-pyridyl]carbamate CC=1C(=NC=C(C1)NC(C(=O)N1[C@H](CC[C@@H](C1)C)C=1C=C2CNC(C2=CC1)=O)=O)NC(OC(C)(C)C)=O